(Z)-1-(6-bromo-3-((4-methoxybenzyl)amino)pyrazin-2-yl)-3-hydroxypent-2-en-1-one BrC1=CN=C(C(=N1)C(\C=C(\CC)/O)=O)NCC1=CC=C(C=C1)OC